(-)-1-((2-((2-(3-chloro-4-fluorophenyl)-1-methoxyprop-2-yl)amino)-1H-benzo[d]imidazol-4-yl)methyl)-3-methylurea ClC=1C=C(C=CC1F)C(COC)(C)NC1=NC2=C(N1)C=CC=C2CNC(=O)NC